silicon dioxide-guanidine salt NC(=N)N.[Si](=O)=O